2-[2-(aminomethyl)-6-methyl-phenyl]sulfanylbenzaldehyde NCC1=C(C(=CC=C1)C)SC1=C(C=O)C=CC=C1